NC=1C(=NC=C(C1)C(F)(F)F)N1CCN(CC1)C(=O)NCCC1=CNC(C(=C1)C(F)(F)F)=O 4-(3-amino-5-(trifluoromethyl)pyridin-2-yl)-N-(2-(6-oxo-5-(trifluoromethyl)-1,6-dihydropyridin-3-yl)ethyl)piperazine-1-carboxamide